3-((tert-butoxycarbonyl) amino)-2-methylpropionate C(C)(C)(C)OC(=O)NCC(C(=O)[O-])C